Tert-butyl 5-isopropyl-1,3,4,5-tetrahydro-2H-pyrido[4,3-b]indole-2-carboxylate C(C)(C)N1C2=C(C=3C=CC=CC13)CN(CC2)C(=O)OC(C)(C)C